2-((2-Chloropyridin-4-yl)oxy)-3-(dimethylamino)-1-(tetrahydro-2H-pyran-4-yl)prop-2-en-1-one ClC1=NC=CC(=C1)OC(C(=O)C1CCOCC1)=CN(C)C